COC(CC1=CC(=CC=C1)NC(=O)OC(C)(C)C)=O 2-(3-((tert-butoxycarbonyl)amino)phenyl)Acetic Acid Methyl Ester